N-[2-(4-benzyloxyphenyl)-1-[1-[(1R)-3-(hydroxyamino)-1-(2-naphthylmethyl)-3-oxo-propyl]triazol-4-yl]ethyl]-3,4-difluoro-benzamide C(C1=CC=CC=C1)OC1=CC=C(C=C1)CC(C=1N=NN(C1)[C@@H](CC(=O)NO)CC1=CC2=CC=CC=C2C=C1)NC(C1=CC(=C(C=C1)F)F)=O